ClC1=NC(=NC=N1)NC1=C(C=C(C(=C1)[N+](=O)[O-])F)OC 4-Chloro-N-(4-fluoro-2-methoxy-5-nitrophenyl)-1,3,5-triazin-2-amine